FC(C1=NC2=CC=CC=C2C(=C1)N1CCN(CC1)C(=O)[C@@H]1CN(CC1)C(=O)OC(C)(C)C)(F)F Tert-butyl (S)-3-(4-(2-(trifluoromethyl)quinolin-4-yl)piperazine-1-carbonyl)pyrrolidine-1-carboxylate